FC(CN1N=NC(=C1)C(=O)NCC1=NC=CC(=C1)OC)CCC=1SC(=NN1)NC(CC1=C(C=CC(=C1)OC(F)(F)F)F)=O 1-(2-fluoro-4-(5-(2-(2-fluoro-5-(trifluoromethoxy)phenyl)acetamido)-1,3,4-thiadiazol-2-yl)butyl)-N-((4-methoxypyridin-2-yl)methyl)-1H-1,2,3-triazole-4-carboxamide